C(#N)C1(CC1)CC=1C(=NC=C(N1)C)C#N ((1-cyanocyclopropyl)methyl)-5-methylpyrazine-2-carbonitrile